glycerin-d OC(C(O)CO)[2H]